C(CCCCCCCCC)OC(=O)OC=1C2=CC=CC=C2C=C2C=CC=CC12 9-(n-decyloxycarbonyloxy)anthracene